FC1=C([N+](=CC=C1)[O-])C1=NC=CC(=C1C(F)(F)F)C 3-fluoro-4'-methyl-3'-(Trifluoromethyl)-[2,2'-bipyridine]-1-oxide